1-((S)-2-((tert-butyldimethylsilyl)oxy)-1-(3-chlorophenyl)ethyl)-4-(4-fluoro-3-(2-methylpyridin-4-yl)-1-(tetrahydro-2H-pyran-2-yl)-1H-indazol-5-yl)pyridin-2(1H)-one [Si](C)(C)(C(C)(C)C)OC[C@H](C1=CC(=CC=C1)Cl)N1C(C=C(C=C1)C=1C(=C2C(=NN(C2=CC1)C1OCCCC1)C1=CC(=NC=C1)C)F)=O